(Z)-3-(3-chlorobenzylideneamino)-1-hydroxy-4-(4-hydroxyphenyl)butan-2-one ClC=1C=C(\C=N/C(C(CO)=O)CC2=CC=C(C=C2)O)C=CC1